phenylenediurea C1(=C(C=CC=C1)NC(=O)N)NC(=O)N